N1(N=CC=C1)C1=C(C=C(C=C1)C1=NN(C(=C1C(=O)N)C(F)(F)F)C1=CN=C2C3=C(C=CC=C13)C(N2)=C=O)C(F)(F)F (4-(1H-pyrazol-1-yl)-3-(trifluoromethyl)phenyl)-1-(2-carbonyl-1,2-dihydropyrrolo[4,3,2-ij]isoquinolin-6-yl)-5-(trifluoromethyl)-1H-pyrazole-4-carboxamide